C(C1=CC=CC=C1)OC1=CC=C2C[C@H](N(CC2=C1)CC1=CC=C(C=C1)C#N)C(=O)NS(=O)(=O)C1=CC(=C(C=C1)Cl)[N+](=O)[O-] (S)-7-(benzyloxy)-N-((4-chloro-3-nitrophenyl)sulfonyl)-2-(4-cyanobenzyl)-1,2,3,4-tetrahydroisoquinoline-3-carboxamide